C(CCCCCC(C)C)C(CCCCCCC)CCCCCCC(C)C di(isononyl)octane